(5E)-5-Benzylidene-2,2-dimethyl-4-oxo-N-(4-phenylbutyl)piperidine-1-carboxamide tert-Butyl-(5E)-5-benzylidene-2,2-dimethyl-4-oxopiperidine-1-carboxylate C(C)(C)(C)OC(=O)N1C(CC(/C(/C1)=C/C1=CC=CC=C1)=O)(C)C.C(/C1=CC=CC=C1)=C/1\C(CC(N(C1)C(=O)NCCCCC1=CC=CC=C1)(C)C)=O